4-(4-bromophenyl)-piperidine hydrochloride Cl.BrC1=CC=C(C=C1)C1CCNCC1